Tert-butyl 1-{2-[(3R)-1-{5-[(3RS)-2,6-dioxopiperidin-3-yl]pyridin-2-yl}pyrrolidin-3-yl]acetyl}-4-methylpiperidine-4-carboxylate O=C1NC(CC[C@@H]1C=1C=CC(=NC1)N1C[C@H](CC1)CC(=O)N1CCC(CC1)(C(=O)OC(C)(C)C)C)=O |&1:6|